Tert-butyl (2-amino-5-fluorophenyl)carbamate NC1=C(C=C(C=C1)F)NC(OC(C)(C)C)=O